C(C)C(C(=O)OCC)(C(=O)OCC)CC diethyl 2,2-diethylmalonate